C1=NC=CC=2C3=CC=NC=C3NC12 2,7-diazacarbazole